2-chlorobenzaldehyde-p-toluenesulfonylhydrazone CC1=CC=C(C=C1)S(=O)(=O)NN=CC1=C(C=CC=C1)Cl